C(C)(C)(C)OC(=O)N1CC(C(C(C1)CN1C(C2=CC=CC=C2C1=O)=O)(F)F)N(C)C 3-(Dimethylamino)-5-[(1,3-dioxoisoindolin-2-yl)methyl]-4,4-difluoro-piperidine-1-carboxylic acid tert-butyl ester